Trichlorobenzene ethyl-2-methylene-5-oxotetrahydro-1H-pyrrolizine-7a(5H)-carboxylate C(C)OC(=O)C12CCC(N2CC(C1)=C)=O.ClC=1C(=C(C=CC1)Cl)Cl